F[C@H]1[C@@H]2COC[C@H](C[C@H]1NC)N2C(=O)OC(C)(C)C tert-butyl (1S,5S,6R,7R)-6-fluoro-7-(methylamino)-3-oxa-9-azabicyclo[3.3.1]nonane-9-carboxylate